1-methylcyclopropylamine hydrogen chloride salt Cl.CC1(CC1)N